CC12CC(CCC1O2)OC(=O)C2(CC1(C(CC2)O1)C)C.[S].[Te].[Sb].[Ba] barium-antimony-tellurium sulfur 3,4-epoxy-3-methylcyclohexyl-methyl-3,4-epoxy-3-methylcyclohexanecarboxylate